IC=1C=C2C(=C(NC(C2=CC1)=O)C1=CC=CC=C1)C1=CC=CC=C1 6-iodo-3,4-diphenylisoquinolin-1(2H)-one